[N+](=O)([O-])C1=C(C=CC(=C1)[N+](=O)[O-])OC1=C(C=C(C=C1)[N+](=O)[O-])[N+](=O)[O-] 2,4-dinitrophenyl ether